FC(C1=CC=C(N=N1)OC1CCC2(CNC2)CC1)(F)F 7-[6-(trifluoromethyl)pyridazin-3-yl]oxy-2-azaspiro[3.5]nonane